COCC1N2C(OC1)=CC=N2 3-(methoxymethyl)-2,3-dihydropyrazolo[5,1-b]oxazole